2,4,5,6-tetrazine C1=NC=NN=N1